ClC1=C(C=CC=C1)C1=CN=C(O1)CSC1=NC(=CC(=N1)N)C(F)(F)F 2-({[5-(2-Chlorophenyl)-1,3-oxazol-2-yl]methyl}sulfanyl)-6-(trifluoromethyl)pyrimidin-4-amin